N1(C=CC=C1)C1=C(C(=O)O)C=CC=C1C#CC1=CC=C2C(=N1)NC=C2 2-(1H-pyrrol-1-yl)-3-(2-{1H-pyrrolo[2,3-b]pyridin-6-yl}ethynyl)benzoic acid